(S)-2-methylene-4-(octan-2-yloxy)-4-oxobutanoic acid C=C(C(=O)O)CC(=O)O[C@@H](C)CCCCCC